F[C@@H]1CN(C[C@@H]1NC(=O)[C@H]1CN(C[C@H](O1)C)C1=C2C=CC=NC2=C(C=C1)I)C(=O)OC(C)(C)C cis-tert-butyl 3-fluoro-4-[[(2R,6R)-4-(8-iodo-5-quinolyl)-6-methyl-morpholine-2-carbonyl]amino]pyrrolidine-1-carboxylate